CC1=NC(=NC(=C1)C)O[C@H](C(=O)O)C(C1=CC=CC=C1)(C1=CC=CC=C1)OC (S)-2-((4,6-dimethylpyrimidin-2-yl)oxy)-3-methoxy-3,3-diphenyl-propanoic acid